2-((6-(2-(4-Fluoro-3-methylphenyl)pyridin-3-yl)quinazolin-4-yl)oxy)acetonitrile FC1=C(C=C(C=C1)C1=NC=CC=C1C=1C=C2C(=NC=NC2=CC1)OCC#N)C